2-((3-trifluoromethylphenyl)amino)benzoic acid FC(C=1C=C(C=CC1)NC1=C(C(=O)O)C=CC=C1)(F)F